ClC=1C(=NC(=NC1)NC1=CC(=C(C=C1)N1CCNCC1)C=1C=NN(C1)C)NC1=C(C=CC=C1)P(C)(C)=O (2-((5-chloro-2-((3-(1-methyl-1H-pyrazol-4-yl)-4-(Piperazin-1-yl)phenyl)amino)pyrimidin-4-yl)amino)phenyl)dimethylphosphine oxide